ClC1=CC(=C(C=N1)C1=NC=C(C=C1OC)OC1CCN(CC1)CC(F)(F)F)F 6'-Chloro-4'-fluoro-3-methoxy-5-((1-(2,2,2-trifluoroethyl)piperidin-4-yl)oxy)-2,3'-bipyridine